BrC1=CC(=C2C=CN(C2=C1)COCC[Si](C)(C)C)C(F)F 2-[[6-bromo-4-(difluoromethyl)indol-1-yl]methoxy]ethyl-trimethyl-silane